ClC1=NN(C(C=C1C(F)(F)F)=O)[C@H](C(=O)N[C@@H](CC(=O)OCC)C=1C=C(C=C(C1F)C1CC1)C1=C(C=C(C=C1C)F)CCCCC=C)CC=C Ethyl (S)-3-((S)-2-(3-chloro-6-oxo-4-(trifluoromethyl)pyridazin-1(6H)-yl)pent-4-enamido)-3-(5-cyclopropyl-4,4'-difluoro-2'-(hex-5-en-1-yl)-6'-methyl-[1,1'-biphenyl]-3-yl)propanoate